C(C)(C)N1C(=NC2=NC=C(C=C21)C2=CNC1=NC=CC=C12)C 1-Isopropyl-2-methyl-6-(1H-pyrrolo[2,3-b]pyridin-3-yl)-1H-imidazo[4,5-b]pyridine